C(C1=CC=CC=C1)OC1=NC(=CC=C1C1=NN(C2=C(C=CC=C12)C=1CCN(CC1)C(=O)OC(C)(C)C)C)OCC1=CC=CC=C1 Tert-butyl 4-[3-(2,6-dibenzyloxy-3-pyridyl)-1-methyl-indazol-7-yl]-3,6-dihydro-2H-pyridine-1-carboxylate